2-fluoro-4-{5-methoxyspiro[2.3]hexan-5-yl}pyridine FC1=NC=CC(=C1)C1(CC2(CC2)C1)OC